OC1=CC=C2N=C3CCC(CC3=C(C2=C1)C(=O)O)C 7-hydroxy-2-methyl-1,2,3,4-tetrahydroacridine-9-carboxylic acid